O=C1NC(CCC1N1C(N(C2=C1C=CC(=C2)C#CC2CCN(CC2)C(=O)C2CCC(CO2)NC([O-])=O)C)=O)=O 6-[4-[2-[1-(2,6-dioxo-3-piperidyl)-3-methyl-2-oxo-benzimidazol-5-yl]ethynyl]piperidine-1-carbonyl]tetrahydropyran-3-ylcarbamate